3-bromo-2-(2-chlorophenyl)-9-(1-methyl-1H-pyrazol-4-yl)imidazo[2,1-f][1,6]naphthyridine BrC1=C(N=C2C=3C=C(C=NC3C=CN21)C=2C=NN(C2)C)C2=C(C=CC=C2)Cl